N-butyl-2-[cyano-(2,6-difluoro-4-pyridinyl)amino]-5-methyl-thiazole-4-carboxamide C(CCC)NC(=O)C=1N=C(SC1C)N(C1=CC(=NC(=C1)F)F)C#N